ethyl 1-(6-(3-fluoro-4-isopropoxyphenyl)quinolin-2-yl)piperidine-4-carboxylate FC=1C=C(C=CC1OC(C)C)C=1C=C2C=CC(=NC2=CC1)N1CCC(CC1)C(=O)OCC